Cl.ClC1([C@H]([C@@H]1C1=CC(=CC(=C1)Cl)Cl)C(=O)NC1=CC(=C(C=C1)Cl)C(=O)NN)Cl trans-2,2-dichloro-N-(4-chloro-3-(hydrazinocarbonyl)phenyl)-3-(3,5-dichlorophenyl)cyclopropane-1-carboxamide hydrochloride